[Na].ClC1=C(C=CC=C1F)C1CCN(CC1)C(=O)C1=NNC2=C1CN(CC2)CCOC (4-(2-chloro-3-fluorophenyl)piperidin-1-yl)(5-(2-methoxyethyl)-4,5,6,7-tetrahydro-1H-pyrazolo[4,3-c]pyridin-3-yl)methanone sodium